1,4-Bis[(3-ethyl-3-oxetanylmethoxy)methyl]benzene tert-butyl-(3R)-3-[(E)-[hydrazino(methylsulfanyl)methylene]amino]piperidine-1-carboxylate C(C)(C)(C)OC(=O)N1C[C@@H](CCC1)/N=C(/SC)\NN.C(C)C1(COC1)COCC1=CC=C(C=C1)COCC1(COC1)CC